C(C)OC[C@]1(CN(CC1)C(C)(C)C=1C=NC(=CC1)C)CCC=1SC=C2N(C=NC21)C |o1:4| (R or S)-4-(2-(3-(ethoxy-methyl)-1-(2-(6-methylpyridin-3-yl)propan-2-yl)pyrrolidin-3-yl)ethyl)-1-methyl-1H-thieno[3,4-d]imidazole